CSC1=C(N)C=CC(=C1)N1CCOCC1 2-(methylthio)-4-morpholinoaniline